BrC=1C=C2C(=C(C=NC2=CC1OC)[N+](=O)[O-])Cl 6-bromo-4-chloro-7-methoxy-3-nitroquinoline